2,9-diiodo-11,13,18,20-tetraphenyltetrabenzo[a,c,hi,qr]pentacene IC1=CC2=C3C(C=4C=CC=CC4C4=C3C(C=3C(=C5C6=C(C7=C(C5=C(C23)C2=CC=CC=C2)C=C(C=C7)C7=CC=CC=C7)C=CC(=C6)C6=CC=CC=C6)C6=CC=CC=C6)=CC(=C4)I)=C1